C(C=C)(=O)OCCC[Si](OC)(OC)OC (3-trimethoxysilylpropyl) acrylate